[N].[Mo].[W].[N+](=O)([O-])[O-].[NH4+] Ammonium nitrate tungsten-molybdenum nitrogen